C(C)(=O)N1CCC(CC1)NC1=CC(=NC=N1)C(=O)NC[C@H](CN1CC2=CC=CC=C2CC1)O (R)-6-((1-acetylpiperidin-4-yl)amino)-N-(3-(3,4-dihydroisoquinolin-2(1H)-yl)-2-hydroxypropyl)pyrimidine-4-carboxamide